S1C=NC(=C1)C1=CC=C(CC=2C=NC=3CCNC(C3C2)=O)C=C1 3-(4-thiazol-4-yl-benzyl)-7,8-dihydro-6H-[1,6]naphthyridin-5-one